[Zr].[Mn].[Li] lithium manganese zirconium